3-(6-methoxy-7-(2-morpholinoethylamino)quinazolin-4-yloxy)-4-methyl-N-(3-(trifluoromethyl)phenyl)benzamide COC=1C=C2C(=NC=NC2=CC1NCCN1CCOCC1)OC=1C=C(C(=O)NC2=CC(=CC=C2)C(F)(F)F)C=CC1C